COC1=CC=C(CN(C2=C(C=C(C(=N2)C2=C(C=C3C(=NC(=NC3=C2F)F)N2CCC(CC2)C#N)Cl)C(F)(F)F)OC)CC2=CC=C(C=C2)OC)C=C1 1-(7-(6-(bis(4-methoxybenzyl)amino)-5-methoxy-3-(trifluoromethyl)pyridin-2-yl)-6-chloro-2,8-difluoroquinazolin-4-yl)piperidine-4-carbonitrile